(E)-10-tetradecenyl acetate C(C)(=O)OCCCCCCCCC\C=C\CCC